(2S,4R)-4-hydroxy-1-[(2S)-2-[4-(2-isopropoxyphenyl)triazol-1-yl]-3,3-dimethyl-butanoyl]-N-methyl-pyrrolidine-2-carboxamide O[C@@H]1C[C@H](N(C1)C([C@H](C(C)(C)C)N1N=NC(=C1)C1=C(C=CC=C1)OC(C)C)=O)C(=O)NC